benzoylformic acid anion C(C1=CC=CC=C1)(=O)C(=O)[O-]